(R)-N-(4-(chlorodifluoromethoxy)Phenyl)-6-(3-hydroxypyrrolidin-1-yl)-5-((1-methyl-1H-imidazol-5-yl)amino)nicotinamide ClC(OC1=CC=C(C=C1)NC(C1=CN=C(C(=C1)NC1=CN=CN1C)N1C[C@@H](CC1)O)=O)(F)F